C(C)(C)NC(C=1C=C(C=CC1)NC(=O)C=1N(N=C(C1)C(F)(F)F)C1=CC(=CC=C1)C#N)C1=CC=CC=C1 2-(3-Cyano-phenyl)-5-trifluoromethyl-2H-pyrazole-3-carboxylic acid [3-(isopropylamino-phenyl-methyl)-phenyl]-amide